FC(C1=NC=NC=C1N1CCCC1)(F)F (S)-1-(4-(trifluoromethyl)pyrimidin-5-yl)pyrrolidin